FC1=CC=CC=2N(C(=NC21)C)C(C)C 4-fluoro-1-isopropyl-2-methyl-1H-benzo[d]imidazole